5-(2-((R or S)-3-((S or R)-1-ethoxyethyl)-3-(2-(5-fluorothiophen-2-yl)ethyl) pyrrolidin-1-yl)butan-2-yl)-2-methylpyridinecitrate C(C)O[C@@H](C)[C@]1(CN(CC1)C(C)(CC)C=1C=CC(NC1)(C(C(CC(=O)[O-])(O)C(=O)[O-])C(=O)[O-])C)CCC=1SC(=CC1)F |o1:3,5|